OC1=C(C(/C=C/C2=CC(=C(C=C2)OC)OC)=O)C(=CC(=C1)OC)OC 2'-Hydroxy-3,4,4',6'-tetramethoxychalcone